C1(=CC=C(C=C1)N(C=1C=C(C=C(C1)N(C1=CC=CC=C1)C=1C=CC2=C(OC3=C2C=CC=C3)C1)C1=CC=CC=C1)C1=CC=C(C=C1)C1=CC=CC=C1)C1=CC=CC=C1 N3,N3-bis([1,1'-biphenyl]-4-yl)-N5-(dibenzo[b,d]furan-3-yl)-N5-phenyl-[1,1'-biphenyl]-3,5-diamine